N1=CC=CC2=CC=CC(=C12)S(=O)(=O)NC1=C(C=CC=C1)C#CC=1C=CC(=NC1)C(=O)O 5-{2-[2-(quinoline-8-sulfonamido)phenyl]ethynyl}pyridine-2-carboxylic acid